(S)-2-(2-methoxypyrimidin-5-yl)-N-(2-methyl-5-(2-(2-methylpyrrolidin-1-yl)acetamido)pyridin-3-yl)-1H-pyrrolo[2,3-b]pyridine-5-carboxamide COC1=NC=C(C=N1)C1=CC=2C(=NC=C(C2)C(=O)NC=2C(=NC=C(C2)NC(CN2[C@H](CCC2)C)=O)C)N1